N-(4,6-dimethylbenzo[d]thiazol-2-yl)piperazine-1-carboxamide CC1=CC(=CC2=C1N=C(S2)NC(=O)N2CCNCC2)C